(2S,5R)-2-(fluoromethyl)-7-oxo-1,6-diazabicyclo[3.2.1]octan-6-yl hydrogen sulfate S(=O)(=O)(ON1[C@@H]2CC[C@H](N(C1=O)C2)CF)O